3-amino-6-chloro-N-(3-fluoro-4-methoxybenzyl)-2-(methylamino)benzamide NC=1C(=C(C(=O)NCC2=CC(=C(C=C2)OC)F)C(=CC1)Cl)NC